2-methyl-2-phenyl-1-(pyridin-2-yl)propan-1-one CC(C(=O)C1=NC=CC=C1)(C)C1=CC=CC=C1